C(C(C)C)(=O)N1[C@@H](CN(CC1)C=1C=2N(C=C(C1)S(=O)(=O)NC1(COC1)C)C(=NC2)C=2SC(=NN2)C(F)(F)F)C (R)-8-(4-isobutyryl-3-methylpiperazin-1-yl)-N-(3-methyloxetane-3-yl)-3-(5-(trifluoromethyl)-1,3,4-thiadiazol-2-yl)imidazo[1,5-a]pyridine-6-sulfonamide